ClC=1C(=NN(C1)C)C1(CC1)C(=O)O 1-(4-chloro-1-methyl-1H-pyrazol-3-yl)cyclopropane-1-carboxylic acid